CNCC(=O)NC1=CC=CC=C1 2-(methylamino)-N-phenylacetamide